(R)-N-(8,9-difluoro-6-oxo-1,4,5,6-tetrahydro-2H-pyrano[3,4-c]isoquinolin-1-yl)-3-fluoro-N-methyl-4-(trifluoromethoxy)benzamide FC=1C(=CC=2C3=C(NC(C2C1)=O)COC[C@@H]3N(C(C3=CC(=C(C=C3)OC(F)(F)F)F)=O)C)F